C(C)(C)(C)C1N(CCC2=C(C=CC=C12)CO)C(=O)OCC=1N=COC1C1CCCCC1 (5-cyclohexyl-1,3-oxazol-4-yl)methanol tert-butyl-5-(hydroxymethyl)-3,4-dihydro-1H-isoquinoline-2-carboxylate